4-Bromo-2,5-dimethoxyphenethyl-amine BrC1=CC(=C(CCN)C=C1OC)OC